7-Nitroisoindol-1-one [N+](=O)([O-])C=1C=CC=C2C=NC(C12)=O